FC=1C=C(C=CC1F)N1CCC(CC1)C1=NNC(=C1)C=1C=CNC1 4-(3-(1-(3,4-difluorophenyl)piperidin-4-yl)-1H-pyrazol-5-yl)-1H-pyrrole